3-(4-quinolyloxy)benzamide N1=CC=C(C2=CC=CC=C12)OC=1C=C(C(=O)N)C=CC1